N-acetyl-tryptophane C(C)(=O)N[C@@H](CC1=CNC2=CC=CC=C12)C(=O)O